[3-amino-3-(3-bromophenyl)propyl]dimethylamine NC(CCN(C)C)C1=CC(=CC=C1)Br